[I-].FC1=C(C=CC(=C1F)OC)C1=CN=C(N1C)C(=O)NC1=CC(=C(C(=O)N2CCN(CC2)CCC[N+](C)(C)C)C=C1)CC 3-(4-(4-(5-(2,3-difluoro-4-methoxyphenyl)-1-methyl-1H-imidazole-2-carboxamido)-2-ethylbenzoyl)piperazin-1-yl)-N,N,N-trimethylpropan-1-aminium iodide